rac-(4aR,8aS)-6-[2-methyl-3-[[4-methyl-3-(trifluoromethyl)phenyl]methoxy]azetidine-1-carbonyl]-4,4a,5,7,8,8a-hexahydropyrido[4,3-b][1,4]oxazin-3-one CC1N(CC1OCC1=CC(=C(C=C1)C)C(F)(F)F)C(=O)N1C[C@@H]2[C@@H](OCC(N2)=O)CC1 |r|